(R)-1-(1-acryloylpyrrolidin-3-yl)-3-(3-chloro-4-(4-methoxyphenoxy)phenyl)-1H-imidazo[4,5-c]pyridine-2(3H)-one C(C=C)(=O)N1C[C@@H](CC1)N1C(N(C=2C=NC=CC21)C2=CC(=C(C=C2)OC2=CC=C(C=C2)OC)Cl)=O